NC1=NN2C(N=CC=C2)=C1C(=O)N[C@@H](C)C=1N(C(C=2C(=CC=NC2C1)C#CC=1C=NN(C1)C)=O)C1=CC=CC=C1 (S)-2-amino-N-(1-(4-((1-methyl-1H-pyrazol-4-yl)ethynyl)-5-oxo-6-phenyl-5,6-dihydro-1,6-naphthyridin-7-yl)ethyl)pyrazolo[1,5-a]pyrimidine-3-carboxamide